C(C)(C)(C)OC(=O)N1CCN(CC1)C=1C=C2CC3(C(N(C4=CC=CC=C34)C3C(NC(CC3)=O)=O)=O)CC2=CC1 4-(1'-(2,6-dioxopiperidin-3-yl)-2'-oxo-1,3-dihydrospiro[indene-2,3'-indolin]-5-yl)piperazine-1-carboxylic acid tert-butyl ester